2,6-difluoro-4-formylphenylboric acid FC1=C(C(=CC(=C1)C=O)F)OB(O)O